ClC1=NC=C2N(C(=NC2=N1)C1=C(C(=CC=C1)Cl)Cl)C 2-chloro-8-(2,3-dichlorophenyl)-7-methyl-7H-purine